N-[2-oxo-3-(thiophene-2-ylmethylidene)-2,3-dihydro-1H-indol-5-yl]-4-methylbenzenesulfonamide O=C1NC2=CC=C(C=C2C1=CC=1SC=CC1)NS(=O)(=O)C1=CC=C(C=C1)C